NC=1C2=C(N=CN1)N(C=C2C(F)F)[C@H]2C([C@@]1([C@H](O2)[C@@H](CC1)CC1=CC=C2C=C(C(=NC2=C1)N)F)O)O (2R,3aS,6S,6aR)-2-[4-amino-5-(difluoromethyl)-7H-pyrrolo[2,3-d]pyrimidin-7-yl]-6-[(2-amino-3-fluoroquinolin-7-yl)methyl]hexahydro-3aH-cyclopenta[b]furan-3,3a-diol